COC1=C(C(=CC=C1)OC)S(=O)(=O)NC1=NOC2=C1C1=C(CCO1)C(=C2)OC2=NC=CC=C2 2,6-dimethoxy-N-(4-(pyridin-2-yloxy)-2,3-dihydrobenzofuro[7,6-d]isoxazol-8-yl)benzenesulfonamide